2-cyclopropyl-5-methyl-4-phenyl-1H-pyrrole-3-carboxylic acid ethyl ester C(C)OC(=O)C1=C(NC(=C1C1=CC=CC=C1)C)C1CC1